NC1=C(C(=C(C(=C1)Cl)O)Cl)C 4-amino-2,6-dichloro-3-methylphenol